(E)-2-(1-(3-oxo-3-(thiophen-2-yl)prop-1-en-1-yl)cyclopropyl)isoindoline-1,3-dione O=C(/C=C/C1(CC1)N1C(C2=CC=CC=C2C1=O)=O)C=1SC=CC1